C1(CC1)C(C1=NC=C(C(=N1)OC1=CC=CC=C1)C(=O)OC)(F)F methyl 2-(cyclopropyldifluoromethyl)-4-phenoxypyrimidine-5-carboxylate